N1C(=O)N=C(N)CC1 5,6-dihydro-cytosine